3-Methyl-1,5-pentanediol bis(3,4-epoxycyclohexane-carboxylate) C1(CC2C(CC1)O2)C(=O)OCCC(CCOC(=O)C2CC1C(CC2)O1)C